tert-butyl (S)-4-(6-cyclopropyl-1-(2-isopropyl-4-methylpyridin-3-yl)-2-oxo-7-(quinolin-8-yl)-1,2-dihydropyrido[2,3-d]pyrimidin-4-yl)-3-methylpiperazine-1-carboxylate C1(CC1)C1=CC2=C(N(C(N=C2N2[C@H](CN(CC2)C(=O)OC(C)(C)C)C)=O)C=2C(=NC=CC2C)C(C)C)N=C1C=1C=CC=C2C=CC=NC12